3-methyl-5-(((2S,3R)-2-methyl-1,1-dioxidotetrahydro-2H-thiopyran-3-yl)amino)-8-(4-(trifluoromethyl)phenyl)pyrido[4,3-d]pyrimidin-4(3H)-one CN1C=NC2=C(C1=O)C(=NC=C2C2=CC=C(C=C2)C(F)(F)F)N[C@H]2[C@@H](S(CCC2)(=O)=O)C